N-(1,3-benzothiazol-6-yl)-5-methoxy-7-(1-methyl-1H-pyrazol-4-yl)quinazolin-4-amine S1C=NC2=C1C=C(C=C2)NC2=NC=NC1=CC(=CC(=C21)OC)C=2C=NN(C2)C